C(C1=CC=CC=C1)N(C(=O)C1=CC=2C(=C3C4(NC(NC3=C(C2)Cl)=O)CCCCC4)O1)C N-benzyl-5'-chloro-N-methyl-7'-oxo-7',8'-dihydro-6'H-spiro[cyclohexane-1,9'-furo[2,3-f]quinazoline]-2'-carboxamide